N-(6-methoxypyridazin-3-yl)propanamide COC1=CC=C(N=N1)NC(CC)=O